((3-(1-azido-1-cyclopentylethyl)-1-methyl-1H-pyrazolo[3,4-c]pyridin-5-yl)amino)-7,7-dimethyl-7,8-dihydro-5H-pyrano[4,3-b]pyridin-5-one N(=[N+]=[N-])C(C)(C1CCCC1)C1=NN(C2=CN=C(C=C21)NC2=CC=C1C(=N2)CC(OC1=O)(C)C)C